7-Fluoropyrido[2',3':4,5]pyrimido[1,2-a]indol-5(11H)-one FC1=CC=CC=2CC=3N(C12)C(C1=C(N3)N=CC=C1)=O